FC=1C(=CC(=NC1)C)C1=CC(=NN1)C(=O)N1C2(CC2)C[C@H](CC1)C(=O)O (S)-4-[5-(5-fluoro-2-methylpyridin-4-yl)-1H-pyrazole-3-carbonyl]-4-azaspiro[2.5]octane-7-carboxylic acid